[Si](C)(C)(C(C)(C)C)OC1(CC1)C=1C=2N(C=C(C1)C(=O)OC)C=C(N2)C methyl 8-(1-((tert-butyldimethylsilyl)oxy)cyclopropyl)-2-methylimidazo[1,2-a]pyridine-6-carboxylate